1-(6-(2-(1H-tetrazol-5-yl)phenyl)-2-((cyclopropylmethyl)(propyl)amino)pyrimidin-4-yl)-3-(4-(trifluoromethoxy)phenyl)urea N1N=NN=C1C1=C(C=CC=C1)C1=CC(=NC(=N1)N(CCC)CC1CC1)NC(=O)NC1=CC=C(C=C1)OC(F)(F)F